4-Ethyl-2-methyl-1,3-oxazole-5-carbonyl isothiocyanate C(C)C=1N=C(OC1C(=O)N=C=S)C